3,5-di(4-carboxyphenyl)pyridine C(=O)(O)C1=CC=C(C=C1)C=1C=NC=C(C1)C1=CC=C(C=C1)C(=O)O